methyl 3-(9-((4-(1-aminoethyl)phenyl)carbamoyl)-4,5-dihydrobenzo[b]thieno[2,3-d]oxepin-8-yl)-6-(propylcarbamoyl)picolinate NC(C)C1=CC=C(C=C1)NC(=O)C1=CC2=C(OCCC3=C2SC=C3)C=C1C=1C(=NC(=CC1)C(NCCC)=O)C(=O)OC